(3-amino-6-cyclopropyl-1H-pyrazolo[3,4-b]pyridin-1-yl)(2-methyltetrahydrofuran-3-yl)methanone NC1=NN(C2=NC(=CC=C21)C2CC2)C(=O)C2C(OCC2)C